ClC1=C(C(=NC=C1)C)NC(=O)C1=CN=C(S1)NC1=NC(=NC(=C1)Cl)C N-(4-chloro-2-methylpyridin-3-yl)-2-((6-chloro-2-methylpyrimidin-4-yl)amino)thiazole-5-carboxamide